N1C=C(C=CC1)S(=O)(=O)N1C=C(C=C1C1=C(C=CC=C1)F)CNC 1-(1-((1,6-dihydropyridin-3-yl)sulfonyl)-5-(2-fluorophenyl)-1H-pyrrol-3-yl)-N-methyl-methylamine